2-(2'-hydroxyphenyl)-1,3,5-triazine OC1=C(C=CC=C1)C1=NC=NC=N1